O=C1NC(CCC1N1C(C2=CC=C(C=C2C1)C(=O)N1CC2=CC=CC=C2C[C@@H]1CNC(C)=O)=O)=O N-(((3R)-2-(2-(2,6-dioxopiperidin-3-yl)-1-oxoisoindoline-5-carbonyl)-1,2,3,4-tetrahydroisoquinolin-3-yl)methyl)acetamide